BrC1=C(OC(C(=O)O)C)C(=CC=C1)C=O (2-bromo-6-formylphenoxy)propionic acid